2-[2-[[(-)-[cyclopropyl-[4-(trifluoromethyl)-2-pyridyl]methylene]amino] oxymethyl]-3-methyl-phenyl]-2-methoxyimino-acetate C1(CC1)C(C1=NC=CC(=C1)C(F)(F)F)=NOCC1=C(C=CC=C1C)C(C(=O)[O-])=NOC